C(#N)CNC(C1=C(C=C(C=C1)C1=NC(=NC=C1F)NC=1C=NN(C1)C)F)=O N-(cyanomethyl)-2-fluoro-4-(5-fluoro-2-((1-methyl-1H-pyrazol-4-yl)amino)pyrimidin-4-yl)benzamide